(((2-(3-(4-methylbenzamido)phenyl)thieno[2,3-d]pyrimidin-4-yl)amino)methylene)bis(phosphonic acid) CC1=CC=C(C(=O)NC=2C=C(C=CC2)C=2N=C(C3=C(N2)SC=C3)NC(P(O)(O)=O)P(O)(O)=O)C=C1